3-phenyl-5-cyano-4,6-diamino-2-ethoxyformyl-1-p-toluenesulfonyl-2,3-dihydro-1H-pyrrolo[2,3-b]pyridine C1(=CC=CC=C1)C1C(N(C2=NC(=C(C(=C21)N)C#N)N)S(=O)(=O)C2=CC=C(C)C=C2)C(=O)OCC